3-amino-3-({1-methoxy-3-[(3-methylcyclohexyl)oxy]-1,3-dioxopropan-2-yl}carbamoyl)propionic acid NC(CC(=O)O)C(NC(C(=O)OC)C(=O)OC1CC(CCC1)C)=O